FC1CN(C1)C1=CC=2N(C=C1)C=C(N2)C(=O)OCC ethyl 7-(3-fluoroazetidin-1-yl)imidazo[1,2-a]pyridine-2-carboxylate